1-benzyl-7-(isoquinolin-4-ylmethyl)-5-oxo-8-(3-(trifluoromethyl)phenyl)-1,2,3,5-tetrahydroimidazo[1,2-a]pyridine-3-carboxylic acid C(C1=CC=CC=C1)N1CC(N2C1=C(C(=CC2=O)CC2=CN=CC1=CC=CC=C21)C2=CC(=CC=C2)C(F)(F)F)C(=O)O